Cl.N[C@H](CO)C1=CC(=CC=C1)OC (2S)-2-amino-2-(3-methoxyphenyl)ethan-1-ol hydrochloride salt